(S,E)-3-((3-(3-(2-(4-(azetidin-1-yl)-N-methylbut-2-enamido)propanamido)propoxy)phenyl)amino)-6-ethyl-5-((tetrahydro-2H-pyran-4-yl)amino)pyrazine-2-carboxamide N1(CCC1)C/C=C/C(=O)N(C)[C@H](C(=O)NCCCOC=1C=C(C=CC1)NC=1C(=NC(=C(N1)NC1CCOCC1)CC)C(=O)N)C